α-chloroacrylic acid pentafluoroethoxymethyl ester FC(C(F)(F)F)(OCOC(C(=C)Cl)=O)F